(S)-2-(2-(cyclopropanesulfonylamino)thiazol-4-yl)-N-(4-(6-ethoxypyrazin-2-yl)phenyl)butanamide diethyl-4-amino-1-[(tert-butyldimethylsilyl)oxy]-1-(diethoxyphosphoryl)butylphosphonate C(C)C(CCC(P(=O)(OCC)OCC)(O[Si](C)(C)C(C)(C)C)P(O)(O)=O)(N)CC.C1(CC1)S(=O)(=O)NC=1SC=C(N1)[C@@H](C(=O)NC1=CC=C(C=C1)C1=NC(=CN=C1)OCC)CC